FC(C=1C(=C(C=CC1)[C@@H](C)NC1=CC=NC2=CC(=C(C=C12)C=1C=NN(C1)S(=O)(=O)C)OC)F)F (R)-N-(1-(3-(difluoromethyl)-2-fluorophenyl)ethyl)-7-methoxy-6-(1-(methylsulfonyl)-1H-pyrazol-4-yl)quinolin-4-amine